3-(1-(2,5-dichlorophenyl)pyrrolidin-3-yl)-2-fluorobenzoic acid ClC1=C(C=C(C=C1)Cl)N1CC(CC1)C=1C(=C(C(=O)O)C=CC1)F